CN1N=CC=2C1=NC=NC2NC=2C=C1CN(C(C1=CC2)=O)C2C(NC(CC2)=O)=O 3-[5-[(1-methylpyrazolo[3,4-d]pyrimidin-4-yl)amino]-1-oxo-isoindolin-2-yl]piperidine-2,6-dione